2-(2-(2-aminoethoxy)ethoxy)ACETIC ACID NCCOCCOCC(=O)O